3-(2-amino-[1,2,4]triazolo[1,5-a]pyridin-7-yl)-6-((2-(cyclopentyloxy)pyridin-3-yl)methyl)-7,8-dihydro-1,6-naphthyridin-5(6H)-one NC1=NN2C(C=C(C=C2)C=2C=NC=3CCN(C(C3C2)=O)CC=2C(=NC=CC2)OC2CCCC2)=N1